ketoprofen triethylamine salt C(C)N(CC)CC.OC(=O)C(C)C1=CC(C(=O)C2=CC=CC=C2)=CC=C1